1-(5-acetyl-4-hydroxy-2-methoxyphenyl)-3-(o-tolyl)urea C(C)(=O)C=1C(=CC(=C(C1)NC(=O)NC1=C(C=CC=C1)C)OC)O